NC=1C2=C(N=CN1)N(C=C2C2=CC=C(C=C2)NC(=O)NC2=CC=C(C=C2)Cl)CCN2CCOCC2 1-(4-(4-amino-7-(2-morpholinoethyl)-7H-pyrrolo[2,3-d]pyrimidin-5-yl)phenyl)-3-(4-chlorophenyl)urea